tert-butyl (((2S,3S,4S)-5-chloro-4-(6-cyano-2-fluoro-3-((2S)-2-((tetrahydro-2H-pyran-2-yl)oxy)propoxy)phenyl)-6-fluoro-3-methyl-2-phenyl-2,3-dihydrobenzofuran-2-yl)methyl)carbamate ClC=1C(=CC2=C([C@@H]([C@](O2)(C2=CC=CC=C2)CNC(OC(C)(C)C)=O)C)C1C1=C(C(=CC=C1C#N)OC[C@H](C)OC1OCCCC1)F)F